tert-butyl 4-((4-(2-ethoxy-2-oxoethyl)-3,5-dimethyl-1H-pyrazol-1-yl)methyl)benzoate C(C)OC(CC=1C(=NN(C1C)CC1=CC=C(C(=O)OC(C)(C)C)C=C1)C)=O